BrC1=CC(=C2N1CC(NC2C2=C(C=CC(=C2)F)Cl)=O)[N+](=O)[O-] 6-bromo-1-(2-chloro-5-fluorophenyl)-8-nitro-1,2-dihydropyrrolo[1,2-a]pyrazin-3(4H)-one